1-(1Z-octadecenyl)-2-(5Z,8Z,11Z,14Z-eicosatetraenyl)-sn-glycerol C(=C/CCCCCCCCCCCCCCCC)/OC[C@@H](OC=CC=C\C=C/C=C\CCCCCCCCCCCC)CO